C(C)[SiH2][Si](OCC)(OCC)CC Bisethyldiethoxydisilane